(R)-N-(3-((2-((6,6-dimethylpiperidin-3-yl)oxy)-8-isopropylpyrazolo[1,5-a][1,3,5]triazin-4-yl)amino)phenyl)Acrylamide CC1(CC[C@H](CN1)OC1=NC=2N(C(=N1)NC=1C=C(C=CC1)NC(C=C)=O)N=CC2C(C)C)C